C(C1=CC=CC=C1)OCC1(COC1)CO (3-((benzyloxy)methyl)oxetan-3-yl)methanol